Lithium heneicosylate C(CCCCCCCCCCCCCCCCCCCC)(=O)[O-].[Li+]